{3-[(8E)-pentadecan-8-en-1-yl]phenoxymethyl}oxirane ethyl-(E)-1H-imidazole-4-carboxylate C(C)OC(=O)C=1N=CNC1.C(CCCCCC\C=C\CCCCCC)C=1C=C(OCC2OC2)C=CC1